FC(N1C=CN2N=CC(=C21)C(=O)N2CC1(C2)CC(C1)CC(=O)NC1=NC=CC(=C1)OC(F)(F)F)F 2-(2-(1-(difluoromethyl)-1H-imidazo[1,2-b]pyrazole-7-carbonyl)-2-azaspiro[3.3]heptan-6-yl)-N-(4-(trifluoromethoxy)pyridin-2-yl)acetamide